ClC1=CC(=NC(=C1O)Cl)C(=O)NC1=C(N=CS1)C(=O)NCC1=NC(=CC=C1)C(F)(F)F 5-(4,6-dichloro-5-hydroxypicolinamido)-N-((6-(trifluoromethyl)pyridin-2-yl)methyl)thiazole-4-carboxamide